1-[5-(2,2,2-trifluoroethyl)-2-phenyl-2H-pyrazol-3-yl]-3-[4-(2-morpholin-4-yl-ethoxy)naphthalen-1-yl]-urea FC(CC=1C=C(N(N1)C1=CC=CC=C1)NC(=O)NC1=CC=C(C2=CC=CC=C12)OCCN1CCOCC1)(F)F